(Z)-3-propyl-2-thioxo-5-((5-(3,4,5-trimethoxyphenyl)furan-2-yl)methylene)thiazolidin-4-one C(CC)N1C(S\C(\C1=O)=C/C=1OC(=CC1)C1=CC(=C(C(=C1)OC)OC)OC)=S